(5'S,7a'R)-5'-(3,5-difluorophenyl)-1-(6,7-dihydro-4H-pyrazolo-[5,1-c][1,4]thiazine-3-carbonyl)tetrahydro-3'H-spiro[piperidine-4,2'-pyrrolo[2,1-b]-[1,3]oxazol]-3'-one FC=1C=C(C=C(C1)F)[C@@H]1CC[C@H]2OC3(C(N21)=O)CCN(CC3)C(=O)C=3C=NN2C3CSCC2